FC1=C(C=CC=C1)S(=O)(=O)C=1C(=C(C=CC1)N1CCNCC1)C(F)(F)F 1-(3-((2-fluorophenyl)sulfonyl)-2-(trifluoromethyl)phenyl)piperazine